lithium potassium 2,2-dinonylmalonate C(CCCCCCCC)C(C(=O)[O-])(C(=O)[O-])CCCCCCCCC.[K+].[Li+]